1-(6-(4-(2-fluorophenyl)-7-methyl-7H-pyrrolo[2,3-d]pyrimidin-2-yl)-2,6-diazaspiro[3.4]octan-2-yl)-2-propen-1-one FC1=C(C=CC=C1)C=1C2=C(N=C(N1)N1CC3(CN(C3)C(C=C)=O)CC1)N(C=C2)C